tert-butyl N-{[5-(2-fluorophenyl)-1-[3-(hydroxymethyl) benzenesulfonyl]-1H-pyrrol-3-yl] methyl}-N-methylcarbamate FC1=C(C=CC=C1)C1=CC(=CN1S(=O)(=O)C1=CC(=CC=C1)CO)CN(C(OC(C)(C)C)=O)C